C1(=CC=CC=C1)C=1C(=C(C(=C(C1)O)CCC)O)C(C)C 5-Phenyl-4-propan-2-yl-2-propylbenzene-1,3-diol